4-amino-5-(3-methoxy-2,6-dimethylphenyl)-6-phenoxynicotinamide NC1=C(C(=NC=C1C(=O)N)OC1=CC=CC=C1)C1=C(C(=CC=C1C)OC)C